FC1=CC2=C(N=C(S2)C2=CC=C(OCCCCCCC(=O)NO)C=C2)C=C1 7-(4-(6-fluorobenzo[d]thiazol-2-yl)phenoxy)-N-hydroxyheptanamide